C(C)SC=1C=C(C=NC1C1=NC2=C(C=NC(=C2)C(F)(F)F)N1C)NC(C(C)(C)O)=O N-[5-ethylsulfanyl-6-[3-methyl-6-(trifluoromethyl)imidazo[4,5-c]pyridin-2-yl]-3-pyridinyl]-2-hydroxy-2-methyl-propionamide